4-(6-chloro-8-fluoro-2-(((S)-1-(2-fluoroethyl)pyrrolidin-2-yl)methoxy)-4-(piperazin-1-yl)quinazolin-7-yl)benzo[d]thiazol-2-amine ClC=1C=C2C(=NC(=NC2=C(C1C1=CC=CC2=C1N=C(S2)N)F)OC[C@H]2N(CCC2)CCF)N2CCNCC2